[Cu].[Mg].[Zn].[Al] ALUMINUM-ZINC-MAGNESIUM-COPPER